CC1([C@@H](C[C@H]1N1C2CN(CC1CC2)C=2C=1N(N=CC2)C=C(C1)C=1C=NN(C1)C)C#N)C |r| Rac-(1R,3R)-2,2-dimethyl-3-(3-(6-(1-methyl-1H-pyrazol-4-yl)pyrrolo[1,2-b]pyridazin-4-yl)-3,8-diazabicyclo[3.2.1]octan-8-yl)cyclobutane-1-carbonitrile